methyl 3-(3-(2,5-difluoro-3-(7-methoxyimidazo[1,2-a]pyridine-3-carboxamido)-4-methylphenyl)-1,2,4-oxadiazol-5-yl)azetidine-1-carboxylate FC1=C(C=C(C(=C1NC(=O)C1=CN=C2N1C=CC(=C2)OC)C)F)C2=NOC(=N2)C2CN(C2)C(=O)OC